N-((2-(2,6-dioxopiperidin-3-yl)-1-oxoisoindolin-5-yl)methyl)-6-(dimethylamino)-2H-chromene-3-carboxamide O=C1NC(CCC1N1C(C2=CC=C(C=C2C1)CNC(=O)C=1COC2=CC=C(C=C2C1)N(C)C)=O)=O